n-hexyloxymagnesium aluminum [Al].C(CCCCC)O[Mg]